BrC1=CC=2SC(=CC2S1)C=O 5-bromothieno[3,2-b]thiophene-2-formaldehyde